C1=C2C=CC3=CC(=CC=C13)C(=O)OCCOC2=O ethylene 2,6-naphthalenedicarboxylate